O(C1=CC=CC=C1)C1=CC=C(C=C1)CCCCCCCC 1-phenoxy-4-octylbenzene